N1C(=NC2=C1C=CC=C2)C2=C(OCCN(C)C)C=CC(=C2)Br 2-(2-(1H-benzo[d]imidazol-2-yl)-4-bromophenoxy)-N,N-dimethylethan-1-amine